C[C@H]1CNCC2=CC(=CC=C12)C(=O)OC methyl (4R)-4-methyl-1,2,3,4-tetrahydroisoquinoline-7-carboxylate